CC=1NC(C=C(C1C(=O)N[C@@H](CCOCCCCC1=NC=2NCCCC2C=C1)C(=O)O)C)=O N-(2,4-dimethyl-6-oxo-1,6-dihydropyridine-3-carbonyl)-O-(4-(5,6,7,8-tetrahydro-1,8-naphthyridin-2-yl)butyl)-L-homoserine